4-amino-6-bromo-7-(1-methylcyclopropyl)-7H-pyrrolo[2,3-d]pyrimidine-5-carboxylic acid methyl ester COC(=O)C1=C(N(C=2N=CN=C(C21)N)C2(CC2)C)Br